ClC=1C=C2C(=CNC2=C(C1)Cl)CC(=O)O 5,7-dichloroindol-3-acetic acid